4-(4-(2-(2-aminopyridin-3-yl)-5-(4-fluorophenyl)-3H-imidazo[4,5-b]pyridin-3-yl)benzyl)piperazine NC1=NC=CC=C1C1=NC=2C(=NC(=CC2)C2=CC=C(C=C2)F)N1C1=CC=C(CN2CCNCC2)C=C1